C(C)(=O)N1CCN(CC1)CC1=CC=C(C=C1)C#CC1=CC=C2CN(C(C2=C1)=O)[C@@H](C(=O)NC=1SC=CN1)C1=CC=CC=C1 |r| (2RS)-2-[6-[2-[4-[(4-acetylpiperazin-1-yl)methyl]phenyl]ethynyl]-1-oxo-isoindolin-2-yl]-2-phenyl-N-thiazol-2-yl-acetamide